3-[(4-chloro-2-hydroxy-1,2-benzoxaborinin-6-yl)amino]-1-[trans-4-cyanotetrahydro-2H-pyran-3-yl]pyrazole-4-carboxamide ClC1=CB(OC2=C1C=C(C=C2)NC2=NN(C=C2C(=O)N)[C@@H]2COCC[C@H]2C#N)O